2-[3-(4-ethylpyrazol-1-yl)-1-[2-[3-methoxy-4-(4-methylpiperazine-1-carbonyl)anilino]-[1,2,4]triazolo[1,5-a]pyridin-8-yl]azetidin-3-yl]acetonitrile C(C)C=1C=NN(C1)C1(CN(C1)C=1C=2N(C=CC1)N=C(N2)NC2=CC(=C(C=C2)C(=O)N2CCN(CC2)C)OC)CC#N